(1S,2S)-2-[[6-[(6-methoxy-2-methyl-3,4-dihydro-1H-isoquinolin-7-yl)amino]pyrazolo[3,4-d]pyrimidin-1-yl]methyl]cyclopentanecarboxylic acid COC=1C=C2CCN(CC2=CC1NC1=NC=C2C(=N1)N(N=C2)C[C@@H]2[C@H](CCC2)C(=O)O)C